N-(1-methyl-3,3-dimethyl-4-piperidyl)-6-[3-(4-mesyl-2-anisidino)-1-propynyl]-1-(2,2,2-trifluoroethyl)-1H-1,3-benzimidazole-4-carboxamide CN1CC(C(CC1)NC(=O)C1=CC(=CC=2N(C=NC21)CC(F)(F)F)C#CCNC=2C(OC)=CC=C(C2)S(=O)(=O)C)(C)C